NCC=1C=C2CN(C(C2=CC1)=O)C1C(NC(CC1)=O)=O 3-(5-Aminomethyl-1-oxo-1,3-dihydro-isoindol-2-yl)-piperidine-2,6-dione